O1C(CCCC1)O[C@@H](C)C=1N(C=CN1)CC1=NOC(=C1)C1=CC=C(C=C1)C#CC1=CC=C(CN2C(=NN=C2)CS(=O)(=O)OC)C=C1 Methyl (4-(4-((4-(3-((2-((1S)-1-((tetrahydro-2H-pyran-2-yl)oxy)ethyl)-1H-imidazol-1-yl)methyl)isoxazol-5-yl)phenyl)ethynyl)benzyl)-4H-1,2,4-triazol-3-yl)methanesulfonate